CC1=C(C=CC=C1C)C1=CC=C(C=C1)C(=O)N1[C@@H](C/C(/C1)=N/OC)CO (S,Z)-(2',3'-dimethyl-[1,1'-biphenyl]-4-yl)(2-(hydroxymethyl)-4-(methoxyimino)pyrrolidin-1-yl)methanone